2-(4-chlorophenyl)-N-[4-(3,4-dimethoxyphenyl)isoxazol-5-yl]-2-prop-2-ynyloxyacetamide ClC1=CC=C(C=C1)C(C(=O)NC1=C(C=NO1)C1=CC(=C(C=C1)OC)OC)OCC#C